(E)-3-(2-(4-indazolyl)-4-morpholino-6-thieno[3,2-d]pyrimidinyl)-1-thiomorpholin N1N=CC2=C(C=CC=C12)C=1N=C(C2=C(N1)C=C(S2)C2NCCSC2)N2CCOCC2